C1(=CC=CC=C1)S(=O)(=O)OC1=C(C=C(C=C1)NC(=O)NC1=CC(=C(C=C1)OS(=O)(=O)C1=CC=CC=C1)C)C N,N'-di-[4-(benzenesulfonyloxy)-3-methyl-phenyl]urea